2,4-dihydroxy-3,5-diiodobenzoic acid OC1=C(C(=O)O)C=C(C(=C1I)O)I